CC1=C(C(=C2CCCC2=C1)[N+](=O)[O-])CC(=O)N (6-methyl-4-nitro-2,3-dihydro-1H-inden-5-yl)acetamide